(S)-4-(((1R)-1-(2-fluoro-3-(1,1,3-trifluoro-2-hydroxy-2-methylpropyl)phenyl)ethyl)amino)-2,6,8,8-tetramethyl-6H-[1,4]oxazino[3,2-g]quinazolin-7(8H)-one FC1=C(C=CC=C1C([C@@](CF)(C)O)(F)F)[C@@H](C)NC1=NC(=NC2=CC3=C(C=C12)N(C(C(O3)(C)C)=O)C)C